C(=O)(OC(C)(C)C)N[C@@H]1[C@@H](CCCC1)N (1S,2R)-N-Boc-1,2-cyclohexanediamine